N-(4-((4-methoxybenzyl)amino)phenyl)cyclohexanesulfonamide COC1=CC=C(CNC2=CC=C(C=C2)NS(=O)(=O)C2CCCCC2)C=C1